2-[(1R*,2S)-2-(3-chlorophenyl)-2-hydroxy-1-(pyridazin-3-yl)ethyl]-6-[5-(difluoromethyl)-1,3,4-oxadiazol-2-yl]-2,3-dihydro-1H-isoindol-1-one ClC=1C=C(C=CC1)[C@@H]([C@@H](C=1N=NC=CC1)N1C(C2=CC(=CC=C2C1)C=1OC(=NN1)C(F)F)=O)O |o1:8|